ClC=1C=CC2=C(N=C(S2)C2CC3(CC(C3)NC(CN3S(CCCC3)(=O)=O)=O)C2)C1 N-[6-(5-chloro-1,3-benzothiazol-2-yl)spiro[3.3]heptan-2-yl]-2-(1,1-dioxothiazinan-2-yl)acetamide